6-(4-Acetylpiperidin-1-yl)-N-((1r,4r)-4-(3-chloro-4-cyanophenoxy)cyclohexyl)pyridazine-3-carboxamide C(C)(=O)C1CCN(CC1)C1=CC=C(N=N1)C(=O)NC1CCC(CC1)OC1=CC(=C(C=C1)C#N)Cl